OCC=1N=NNC1CO 4,5-di(hydroxymethyl)-1H-1,2,3-triazole